rac-(2R,4S)-N-[3-[[2-chloro-4-[[3-[3-(trifluoromethyl)-1H-pyrazol-4-yl]imidazo[1,2-a]pyrazin-8-yl]amino]benzoyl]amino]cyclopentyl]-4-hydroxypyrrolidine-2-carboxamide ClC1=C(C(=O)NC2CC(CC2)NC(=O)[C@@H]2NC[C@H](C2)O)C=CC(=C1)NC=1C=2N(C=CN1)C(=CN2)C=2C(=NNC2)C(F)(F)F |r|